COC([C@H](CC1=CC=C(C=C1)N1C(N(C2=C1C(=C(C=C2)F)F)C)=O)NC(C2=C(C=CC=C2F)Cl)=O)=O (S)-2-(2-chloro-6-fluorobenzamido)-3-(4-(6,7-difluoro-3-methyl-2-oxo-2,3-dihydro-1H-benzo[d]Imidazol-1-yl)phenyl)propionic acid methyl ester